benzo[h]quinolin-8-ylboronic acid N1=CC=CC2=CC=C3C(=C12)C=CC(=C3)B(O)O